FC1([C@H](COC1)NC(N(C1(CCC1)C1=CC=NC=C1)C)=O)F 3-[(3S)-4,4-difluorotetrahydrofuran-3-yl]-1-methyl-1-[1-(4-pyridyl)cyclobutyl]urea